2-(2,6-dioxopiperidin-3-yl)-5-((3-fluoro-3',6'-dihydro-[2,4'-bipyridyl]-1'(2'H)-yl)methyl)isoindoline-1,3-dione O=C1NC(CCC1N1C(C2=CC=C(C=C2C1=O)CN1CCC(=CC1)C1=NC=CC=C1F)=O)=O